FC=1C=C(C=CC1F)CNC(=O)C1=CC=C(S1)C1=C(C(=NC(=C1C=1OC(=NN1)C)CCO)CC(C)C)C(=O)N 4-[5-[(3,4-difluorophenyl)methylcarbamoyl]-2-thienyl]-6-(2-hydroxyethyl)-2-isobutyl-5-(5-methyl-1,3,4-oxadiazol-2-yl)pyridine-3-carboxamide